8-mercapto-menthan-3-one SC(C1C(CC(CC1)C)=O)(C)C